N-((4-chloroanilino)ethyl)benzoxazolone methyl-(E)-2-[2-[6-(2,6-difluorophenoxy)pyrimidin-4-yloxy]phenyl]-3-methoxyacrylate COC(\C(=C\OC)\C1=C(C=CC=C1)OC1=NC=NC(=C1)OC1=C(C=CC=C1F)F)=O.ClC1=CC=C(NCCN2C(OC3=C2C=CC=C3)=O)C=C1